2-((((3S,4R)-1-ethyl-4-fluoropiperidin-3-yl)amino)-[1,2,4]triazolo[1,5-a]pyrimidin-5-yl)-3,5-dimethylphenol C(C)N1C[C@@H]([C@@H](CC1)F)NC1=NN2C(N=C(C=C2)C2=C(C=C(C=C2C)C)O)=N1